5,5'-bitetrazole diammonium salt [NH4+].[NH4+].N1=NN=NC1=C1N=NN=N1